ClC1=CC=C(C=C1)C(C(N1CC2(C3=CC=CC=C13)CC2)=O)NC=2C=C(C=NOC(C(=O)NS(=O)(=O)C)(C)C)C=C(C2)OC 2-(((3-((1-(4-chlorophenyl)-2-oxo-2-(spiro[cyclopropane-1,3'-indolin]-1'-yl)ethyl)amino)-5-methoxybenzylidene)amino)oxy)-2-methyl-N-(methylsulfonyl)propanamide